O=C1NC(CCC1N1C(C2=CC=C(C=C2C1=O)N1CCC(CC1)CN1CCN(CC1)C1=CC=C(C=C1)N(C(C)=O)C1CCC(CC1)NC1=NC2=CC=CC=C2C=N1)=O)=O N-(4-(4-((1-(2-(2,6-dioxopiperidin-3-yl)-1,3-dioxoisoindolin-5-yl)piperidin-4-yl)methyl)piperazin-1-yl)phenyl)-N-((1r,4r)-4-(quinazolin-2-ylamino)cyclohexyl)acetamide